4-iodo-5-methoxy-6-(trifluoromethyl)pyridin-3-ethylamine IC1=C(C=NC(=C1OC)C(F)(F)F)CCN